8-(4-(difluoromethoxy)phenyl)-2-(2,2,2-trifluoroethoxy)pyrido[4,3-d]pyrimidin-7(6H)-one FC(OC1=CC=C(C=C1)C=1C(NC=C2C1N=C(N=C2)OCC(F)(F)F)=O)F